dihydroorotoic acid C(C1CC(=O)NC(=O)N1)(=O)O